NC1=C(C(=O)NC23CCC(CC2)(CC3)O)C=C(C=N1)C=1C=C3COC2(CCN(CC2)C(C)C)C3=CC1 2-amino-N-(4-hydroxybicyclo[2.2.2]oct-1-yl)-5-(1'-isopropyl-3H-spiro[isobenzofuran-1,4'-Piperidin]-5-yl)nicotinamide